CN1N=C2C(=C1C(=C)C)SC=C2C 2,6-dimethyl-3-(prop-1-en-2-yl)-2H-thieno[3,2-c]pyrazole